1-isobutyryl-6-methyl-N-(naphthalen-2-ylmethyl)-4-(phenylsulfonyl)piperazine-2-carboxamide C(C(C)C)(=O)N1C(CN(CC1C)S(=O)(=O)C1=CC=CC=C1)C(=O)NCC1=CC2=CC=CC=C2C=C1